ClC=1C=C(C=CC1)C1=C(C=CC2=CC=CC=C12)C 1-(3-chlorophenyl)-2-methylnaphthalene